2-(5-bromo-2-nitrophenyl)propionitrile BrC=1C=CC(=C(C1)C(C#N)C)[N+](=O)[O-]